3-(2,6-diisopropylphenyl)-4,5,6,7-tetrahydro-benzo[d]thiazol-3-ium C(C)(C)C1=C(C(=CC=C1)C(C)C)[N+]1=CSC2=C1CCCC2